phenyl(5-phenyl-4,5-dihydro-1H-pyrazol-1-yl)methanone 2,2,2-trifluoroacetate FC(C(=O)O)(F)F.C1(=CC=CC=C1)C(=O)N1N=CCC1C1=CC=CC=C1